CC1C[C@H](N2[C@@H]1C\C=C/C[C@@H](C2=O)NC(=O)OC(C)(C)C)C(=O)O.C(=O)(C=C)NCC(=O)O acryl-glycine methyl-(3S,6S,10aR,Z)-6-((tert-butoxycarbonyl)amino)-5-oxo-1,2,3,5,6,7,10,10a-octahydropyrrolo[1,2-a]azocine-3-carboxylate